C(C)(C)(C)OC(=O)N1CCN(CC1)C(=O)Cl 4-chlorocarbonyl-piperazine-1-carboxylic acid tert-butyl ester